F[C@@H]1CN(CC[C@@H]1NC1=NC=C(C(=N1)[Sn](C)(C)C)C(F)(F)F)C(=O)OC(C)(C)C Tert-butyl (3R,4S)-3-fluoro-4-((5-(trifluoromethyl)-4-(trimethylstannyl)-pyrimidin-2-yl)amino)piperidine-1-carboxylate